7-chloro-2-trityl-1,3-dihydropyrrolo[3,4-g]Isoquinoline ClC=1N=CC=2C=C3C(=CC2C1)CN(C3)C(C3=CC=CC=C3)(C3=CC=CC=C3)C3=CC=CC=C3